C(#N)C1=NC(=CC=C1N1CCC(CC1)CC1=C(C(=NC=N1)NC(=O)NCC)F)N1N=CC=C1 1-(6-((1-(2-cyano-6-(1H-pyrazol-1-yl)pyridin-3-yl)piperidin-4-yl)methyl)-5-fluoropyrimidin-4-yl)-3-ethylurea